C(C)NS(=O)(=O)N[C@@H]1CC[C@H](OC1)CN1CCC2(CN(C2)C=2N=CN=NC2OC2=C(C(=O)N(C(C)C)C(C)C)C=C(C=C2)F)CC1 2-((5-(7-(((2S,5R)-5-((N-Ethylsulfamoyl)amino)tetrahydro-2H-pyran-2-yl)methyl)-2,7-diazaspiro[3.5]nonan-2-yl)-1,2,4-triazin-6-yl)oxy)-5-fluoro-N,N-diisopropylbenzamide